FC=1C=C(C=2C3=C(N(C2C1)CC1=CC=C(CP(O)(O)=O)C=C1)CNC(=N3)C)F (4-((7,9-difluoro-2-methyl-3,4-dihydro-5H-pyrimido[5,4-b]indol-5-yl)methyl)benzyl)phosphonic acid